C(C)(C)(C)OC(NC(C)(C#CC=O)C)=O.OCCCOC1=C(C=CC=C1)OCCCO 1,2-bis(3-hydroxypropoxy)benzene TERT-BUTYL-2-METHYL-5-OXOPENT-3-YN-2-YLCARBAMATE